BrC=1N(C2=C(C(=CC=C2C1SC=1C=C(C(=O)O)C=CC1)Cl)F)C=1C=NN(C1)CC 3-((2-bromo-6-chloro-1-(1-ethyl-1H-pyrazol-4-yl)-7-fluoro-1H-indol-3-yl)thio)benzoic acid